C(C)N1N=C(N=C1C(F)(F)F)C1=CC=C(C=C1)CO (4-(1-ethyl-5-(trifluoromethyl)-1H-1,2,4-triazol-3-yl)phenyl)methanol